imidazolium phosphate salt P(=O)([O-])([O-])[O-].N1C=[NH+]C=C1.N1C=[NH+]C=C1.N1C=[NH+]C=C1